5-FORMYL-CYTOSINE C(=O)C=1C(=NC(NC1)=O)N